N=1C=NN2C1C=CC(=C2)C2=CNC=1N=C(N=CC12)NC1CC(C1)(O)C (1s,3s)-3-((5-([1,2,4]triazolo[1,5-a]pyridin-6-yl)-7H-pyrrolo[2,3-d]pyrimidin-2-yl)amino)-1-methylcyclobutan-1-ol